OC1=CC=C(C=C1)CC=O 2-(4-hydroxyphenyl)acetaldehyde